ClC=1C(=NC=CC1C)C=O 3-chloro-4-methylpyridine-formaldehyde